8-oxa-3-azabicyclo[3.2.1]octane-2-one C12C(NCC(CC1)O2)=O